N-(4-(2-(4-bromophenyl)but-3-yn-2-yl)thiazol-2-yl)-3-(4-(piperazin-1-yl)phenyl)azetidine-1-carboxamide BrC1=CC=C(C=C1)C(C)(C#C)C=1N=C(SC1)NC(=O)N1CC(C1)C1=CC=C(C=C1)N1CCNCC1